BrC1=CC=CC=2C=3C(CN(C3C=CC21)C(NC2CC2)=N)C 6-Bromo-N-cyclopropyl-1-methyl-1,2-dihydro-3H-benzo[e]indole-3-carboximidamide